5-{2-[(3-exo)-8-Azabicyclo[3.2.1]oct-3-yl(methyl)amino][1,3]thiazolo[5,4-b]pyridin-5-yl}-2-methyl-2H-indazol-7-carbonitril C12CC(CC(CC1)N2)N(C=2SC1=NC(=CC=C1N2)C2=CC1=CN(N=C1C(=C2)C#N)C)C